F[C@H]1[C@@H](C1)C=O ((1S,2R)-2-fluorocyclopropyl)methanone